13-Bromo-21-fluoro-14,19-dimethoxy-10,16,16-trioxo-9-oxa-16λ6-thia-17-azatetracyclo[16.3.1.111,15.02,7]tricosa-1(21),2(7),3,5,11,13,15(23),18(22),19-nonaene-4-carbonitrile BrC=1C=C2C(OCC=3C=CC(=CC3C3=C(C=C(C(NS(C(C1OC)=C2)(=O)=O)=C3)OC)F)C#N)=O